caprylic acid, octyl ester C(CCCCCCC)(=O)OCCCCCCCC